CN(C)CC1CN(CCO1)C(=O)N1CCN(CC1)C=O [4-[2-[(dimethylamino)methyl]morpholine-4-carbonyl]piperazin-1-yl]methanone